[O-2].[Fe+2].[Zn+2].[Cu+2].[O-2].[O-2] copper-zinc-iron oxide